hexane-3,4-diamine CCC(C(CC)N)N